6-[8-(1,3-benzothiazol-2-ylcarbamoyl)-3,4-dihydroisoquinolin-2(1H)-yl]-3-{2-methyl-3-[methyl(2-oxatricyclo[3.3.1.13,7]dec-1-ylcarbonyl)amino]phenyl}pyridine-2-carboxylic acid S1C(=NC2=C1C=CC=C2)NC(=O)C=2C=CC=C1CCN(CC21)C2=CC=C(C(=N2)C(=O)O)C2=C(C(=CC=C2)N(C(=O)C21OC3CC(CC(C2)C3)C1)C)C